7'-(4-(4-(naphthalen-2-yl)-6-phenyl-1,3,5-triazin-2-yl)phenyl)spiro[cyclopentane-1,9'-fluorene]-2'-carbonitrile C1=C(C=CC2=CC=CC=C12)C1=NC(=NC(=N1)C1=CC=CC=C1)C1=CC=C(C=C1)C1=CC=C2C=3C=CC(=CC3C3(C2=C1)CCCC3)C#N